3-(4-(5-(4-(benzisoxazole-3-yl)piperazin-1-yl)pentyl)-1-oxoisoindoline-2-yl)piperidine-2,6-dione methyl-3-((4-(5-(pyrimidin-4-yl)-4H-1,2,4-triazol-3-yl)piperidin-4-yl)amino)benzoate COC(C1=CC(=CC=C1)NC1(CCNCC1)C1=NN=C(N1)C1=NC=NC=C1)=O.O1N=C(C2=C1C=CC=C2)N2CCN(CC2)CCCCCC2=C1CN(C(C1=CC=C2)=O)C2C(NC(CC2)=O)=O